C(CC1=CC=CC=C1)OC(\C=C\C1=CC(O)=C(O)C=C1C1=C(C=2C(C(=C(OC2C=C1O)C1=CC(O)=C(O)C=C1)O)=O)O)=O quercetin-caffeic acid phenethyl ester